COC1=NC=NC(=C1C(=O)NC=1SC2=C(N1)C=1C=CC(=CC1OC21CN(C1)C1(CC1)OC)C(F)(F)F)OC 4,6-dimethoxy-N-(1-(1-methoxycyclopropyl)-7'-(trifluoromethyl)spiro[azetidine-3,4'-chromeno[4,3-d]thiazol]-2'-yl)pyrimidine-5-carboxamide